COC=1C=C(C=C(C1)OC)C1=CC(=NN1C=1C=CC=C2C=NN(C12)C)COC(C(=O)O)(C)C 2-([5-(3,5-Dimethoxyphenyl)-1-(1-methyl-1H-indazol-7-yl)-1H-pyrazol-3-yl]methoxy)-2-methylpropanoic acid